N(=C=O)C1=C(C=CC(=C1)N=C=O)C 2,4-diisocyanato-1-methylbenzene